ClC(C(C(F)(F)Cl)OC)(F)F 1,3-dichloro-1,1,3,3-tetrafluoro-2-methoxypropane